5-(((1s,3s)-3-(4-(2-(4-((2-((1-cyclopropylazetidin-3-yl)oxy)pyrimidine-4-yl)methoxy)phenyl)propan-2-yl)phenoxy)cyclobutyl)amino)-2-(2,6-dioxopiperidin-3-yl)isoindoline C1(CC1)N1CC(C1)OC1=NC=CC(=N1)COC1=CC=C(C=C1)C(C)(C)C1=CC=C(OC2CC(C2)NC=2C=C3CN(CC3=CC2)C2C(NC(CC2)=O)=O)C=C1